(R)-N-(1-((2R,4R,5S)-3,3-difluoro-4,5-bis(hydroxymethyl)-4-methyltetrahydrofuran-2-yl)-2-oxo-1,2-dihydropyrimidin-4-yl)-3,3-dimethyl-6,8-bis((4-(trifluoromethyl)benzyl)thio)octanamide FC1([C@@H](O[C@@H]([C@@]1(C)CO)CO)N1C(N=C(C=C1)NC(CC(CC[C@H](CCSCC1=CC=C(C=C1)C(F)(F)F)SCC1=CC=C(C=C1)C(F)(F)F)(C)C)=O)=O)F